4-amino-5-((3,5-dimethoxyphenyl)ethynyl)-8,9-dihydropyrazino[1',2':1,5]pyrrolo[2,3-d]pyrimidine-7(6H)-carboxylic acid tert-butyl ester C(C)(C)(C)OC(=O)N1CC2=C(C3=C(N=CN=C3N)N2CC1)C#CC1=CC(=CC(=C1)OC)OC